C1(CCC1)C=1C(=NN(C1NC(CC(C(F)(F)F)(C)C)=O)CC(F)(F)F)C1=CC=C(C=C1)F N-(4-cyclobutyl-3-(4-fluorophenyl)-1-(2,2,2-trifluoroethyl)-1H-pyrazol-5-yl)-4,4,4-trifluoro-3,3-dimethylbutanamide